(4-Cyclopropylbutyl)-5-(4-methoxyphenyl)-3,3-dimethylmorpholine-4-carboxamide C1(CC1)CCCCC1C(N(C(CO1)C1=CC=C(C=C1)OC)C(=O)N)(C)C